O=C1NC(CC[C@H]1C1=CC=C(C=C1)N1CCC(CC1)C(=O)N1CCC(CC1)C(=O)N1CCC(CC1)C=1SC(=C(N1)C=1C(=C(C=CC1)NS(=O)(=O)CCC)F)C1=CC=NC=C1)=O (S)-N-(3-(2-(1-(1-(1-(4-(2,6-dioxopiperidin-3-yl)phenyl)piperidine-4-carbonyl)piperidine-4-carbonyl)piperidin-4-yl)-5-(pyridin-4-yl)thiazol-4-yl)-2-fluorophenyl)propane-1-sulfonamide